FC=1C=CC=C2C(=C(N(C12)C(=O)[O-])C1=CC=C(C=C1)F)C#CCC1(CCC1)O 7-fluoro-2-(4-fluorophenyl)-3-[3-(1-hydroxycyclobutyl)prop-1-ynyl]indole-1-carboxylate